bicyclo[2.2.2]octane-1,4-dicarboxylic acid [4-(1-carbamimidoyl-1,2,3,6-tetrahydro-pyridin-4-yl)-phenyl]-amide (4-guanidino-phenyl)-amide N(C(=N)N)C1=CC=C(C=C1)NC(=O)C12CCC(CC1)(CC2)C(=O)NC2=CC=C(C=C2)C=2CCN(CC2)C(N)=N